C(C)N(C(C(CC(=O)OCCC)C)C)C(=O)OCC(C)C propyl 4-(ethyl(isobutoxycarbonyl)amino)-3-methylpentanoate